C(C)N1N=CC=C1C=1C=CC2=C(CCCCC2=O)C1 2-(1-ethyl-1H-pyrazol-5-yl)-6,7,8,9-tetrahydro-5H-benzo[7]annulen-5-one